2-(aminomethyl)imidazo[1,2-a]pyridine-6-carbonitrile NCC=1N=C2N(C=C(C=C2)C#N)C1